C=1OC=C2C1C=CC(=C2)[C@H](C)OC=2C=C(C=CC2F)N2N=C(C=1CCC[C@H](C21)OC21CC(C2)(C1)C=1NOC(N1)=O)C(F)(F)F 3-[3-[[(7R)-1-[3-[(1S)-1-(2,2-benzodioxol-5-yl)ethoxy]-4-fluoro-phenyl]-3-(trifluoromethyl)-4,5,6,7-tetrahydroindazol-7-yl]oxy]-1-bicyclo[1.1.1]pentyl]-2H-1,2,4-oxadiazol-5-one